2-(4-(((5-fluoro-6-(3-(4-(trifluoromethyl)cyclohexyl)morpholino)pyrimidin-4-yl)amino)methyl)piperidin-1-yl)acetamide FC=1C(=NC=NC1N1C(COCC1)C1CCC(CC1)C(F)(F)F)NCC1CCN(CC1)CC(=O)N